FC1=C(C=C(C(=C1)N1C[C@H](N([C@H](C1)C)C)C)NC(=O)C1=CN(C(C=C1C(F)(F)F)=O)C)C=1CNCC1 3-[2-Fluoro-5-[[1-methyl-6-oxo-4-(trifluoromethyl)pyridin-3-carbonyl]amino]-4-[(3R,5S)-3,4,5-trimethylpiperazin-1-yl]phenyl]-2,5-dihydropyrrol